N=S1(CCN(CC1)C(=O)OC(C)(C)C)=O tert-Butyl 1-imino-1-oxo-1,4-thiazinane-4-carboxylate